C(=O)C1CCN(CC1)C1=CC=C(C(=O)NC2C(C(C2(C)C)OC2=CC(=C(C(=C2)C)C#N)C)(C)C)C=C1 4-(4-formylpiperidin-1-yl)-N-[(1r,3r)-3-(4-cyano-3,5-dimethylphenoxy)-2,2,4,4-tetramethylcyclobutyl]benzamide